8-(2,6-Dimethoxy-4-propyl-phenyl)imidazo[1,2-a]pyridine COC1=C(C(=CC(=C1)CCC)OC)C=1C=2N(C=CC1)C=CN2